2-(2-(pyrazolo[5,1-b]thiazole-7-carbonyl)-2-azaspiro[3.3]heptan-6-yl)-N-(4-(trifluoromethoxy)pyridin-2-yl)propanamide S1C=2N(C=C1)N=CC2C(=O)N2CC1(C2)CC(C1)C(C(=O)NC1=NC=CC(=C1)OC(F)(F)F)C